O(C1=CC=CC=C1)C1=CC=C(C(=O)NCC(=O)N2[C@@H](C[C@H](C2)CC2=CC=C(C=C2)C(F)(F)F)C(=O)OCC2=CC=CC=C2)C=C1 benzyl (2S,4R)-1-((4-phenoxybenzoyl)glycyl)-4-(4-(trifluoromethyl)benzyl)pyrrolidine-2-carboxylate